N-((4S)-1-(2-chloro-6-fluorophenyl)-1,4,5,7-tetrahydropyrano[3,4-c]pyrazol-4-yl)-5,6,7,8-tetrahydroimidazo[1,5-a]pyridine-1-carboxamide ClC1=C(C(=CC=C1)F)N1N=CC2=C1COC[C@H]2NC(=O)C=2N=CN1C2CCCC1